2-(2,7-dimethyl-2H-indazol-5-yl)-6-(1,2,3,6-tetrahydropyridin-4-yl)-1,3-benzothiazole CN1N=C2C(=CC(=CC2=C1)C=1SC2=C(N1)C=CC(=C2)C=2CCNCC2)C